The molecule is a monocarboxylic acid amide that is N-methylacetamide in which one of the hydrogens of the methyl group attached to the carbonyl moiety is replaced by a (dimethoxyphosphorothioyl)sulfanediyl group. It has a role as an EC 3.1.1.7 (acetylcholinesterase) inhibitor, an agrochemical, an acaricide, an EC 3.1.1.8 (cholinesterase) inhibitor, an insecticide, a xenobiotic and an environmental contaminant. It is an organic thiophosphate and a monocarboxylic acid amide. It derives from a N-methyl-2-sulfanylacetamide. CNC(=O)CSP(=S)(OC)OC